3-[(3-Chlorophenoxy)methyl]-1-(tetrahydro-2H-pyran-4-yl)-1H-pyrazolo[3,4-d]pyrimidin-4-amine ClC=1C=C(OCC2=NN(C3=NC=NC(=C32)N)C3CCOCC3)C=CC1